9-(4,6-Diphenyl-1,3,5-triazin-2-yl)-5-(9-phenylcarbazol-3-yl)-2H-pyrido[3,4-b]indole C1(=CC=CC=C1)C1=NC(=NC(=N1)C1=CC=CC=C1)N1C2=C(C3=C(C=CC=C13)C=1C=CC=3N(C4=CC=CC=C4C3C1)C1=CC=CC=C1)C=CNC2